C(#N)C1=[N+](C=CC=C1)C=CC1=CC=CC=C1 cyano-styryl-pyridinium